CC=1C=CC(=C(C1)N1CCN(CC1)CC1=NC2=CC=CC=C2C(N1)=O)C=1N=NNN1 2-[[4-[5-methyl-2-(2H-tetrazol-5-yl)-phenyl]piperazin-1-yl]methyl]-3H-quinazolin-4-one